2-[(6-amino-3,5-dicyano-4-cyclopropyl-2-pyridyl)sulfanyl]-2-phenyl-acetamide NC1=C(C(=C(C(=N1)SC(C(=O)N)C1=CC=CC=C1)C#N)C1CC1)C#N